O=C1\C(\NC2=CC=CC=C12)=C\1/NC2=CC=C(C=C2C1=O)S(=O)(=O)O (2E)-3-oxo-2-(3-oxo-5-sulfo-1H-indol-2-yliden)-1H-indol